ClC1=NN(C(C=C1)=O)[C@H](C(=O)OC)CC(C)C (S)-methyl 2-(3-chloro-6-oxopyridazin-1(6H)-yl)-4-methylpentanoate